Ethyl 2-[(1R,3R)-3-{[(tert-butoxy)carbonyl]amino}-1-[(tert-butyldimethylsilyl)oxy]-4-methylpentyl]-1,3-thiazole-4-carboxylate C(C)(C)(C)OC(=O)N[C@H](C[C@@H](O[Si](C)(C)C(C)(C)C)C=1SC=C(N1)C(=O)OCC)C(C)C